BrC1=CC=C2C(=NC(=NC2=C1F)OC[C@]12CCCN2C[C@@H](C1)F)N1C[C@@H](N(CC1)C(=O)OCC1=CC=CC=C1)CC#N Benzyl (S)-4-(7-bromo-8-fluoro-2-(((2R,7aS)-2-fluorotetrahydro-1H-pyrrolizin-7a(5H)-yl)methoxy)quinazolin-4-yl)-2-(cyanomethyl)piperazine-1-carboxylate